FC(C1=NN(C=C1S(=O)(=O)C(C1CCN(CC1)C(=O)NC=1C=NC(=CC1)F)(F)F)C)F 4-(((3-(difluoro-methyl)-1-methyl-1H-pyrazol-4-yl)sulfonyl)difluoro-methyl)-N-(6-fluoro-pyridin-3-yl)piperidine-1-carboxamide